ClC1=C(C=C2CCNCC2=C1)NC1=NC=C(C(=N1)C=1SC(=C(C1)S(=O)(=O)C)C1CCOCC1)C(F)(F)F 7-chloro-N-(4-(4-(methylsulfonyl)-5-(tetrahydro-2H-pyran-4-yl)thiophen-2-yl)-5-(trifluoromethyl)pyrimidin-2-yl)-1,2,3,4-tetrahydroisoquinolin-6-amine